diisobutyl-2,3-diisopentylsuccinate C(C(C)C)OC(C(C(C(=O)OCC(C)C)CCC(C)C)CCC(C)C)=O